FC=1C=C(C=C2NC(C(=NC12)C)=O)CN1CCN(CC1)C=1SC(=CN1)C#N 2-(4-((8-fluoro-2-methyl-3-oxo-3,4-dihydroquinoxalin-6-yl)methyl)piperazin-1-yl)thiazol-5-nitrile